3-[5-[3-(3-hydroxypropoxy)propyl]-3-methyl-2-oxo-1,3-benzodiazol-1-yl]-1-methylpiperidine-2,6-dione OCCCOCCCC1=CC2=C(N(C(N2C)=O)C2C(N(C(CC2)=O)C)=O)C=C1